FC(C1=CC=C(C=C1)C(C)N)(F)F 1-(4-(trifluoromethyl)phenyl)ethanamine